METHYLETHYL ETHER COCC